OC([C@H](C[C@@H]1C(NCC1)=O)NC([C@H](CC(C)C)NC(=O)OC1CC2(C1)CCN(CC2)S(=O)(=O)C)=O)S(=O)(=O)[O-].[Na+] Sodium (2S)-1-hydroxy-2-((S)-4-methyl-2-((((7-(methylsulfonyl)-7-azaspiro[3.5]nonan-2-yl)oxy)carbonyl)amino)pentanamido)-3-((R)-2-oxopyrrolidin-3-yl)propane-1-sulfonate